CN(C(=O)[C@@H]1CN(CC[C@H]1NC(=O)C1=NOC(=C1)C1=C(C=C(C=C1)F)F)[C@H]1[C@@H](CCC1)C)C (3R,4R)-4-{[5-(2,4-difluoro-phenyl)-isoxazole-3-carbonyl]-amino}-1-((1R,2R)-2-methyl-cyclopentyl)-piperidine-3-carboxylic acid dimethylamide